N,N-diethyl-N-propyl-N-(2-ethoxyethyl)ammonium ethyl-carbonate salt C(C)OC([O-])=O.C(C)[N+](CCOCC)(CCC)CC